6-(4-chlorophenyl)-2-(3-fluorophenyl)-N-(2-hydroxy-3-methoxypropyl)-3-oxo-2,3-dihydropyridazine-4-carboxamide ClC1=CC=C(C=C1)C=1C=C(C(N(N1)C1=CC(=CC=C1)F)=O)C(=O)NCC(COC)O